(5R)-2-(4-Ethylsulfonyl-2-fluorophenyl)-N-[(3S)-9-fluoro-2-oxo-5-phenyl-1,3-dihydro-1,4-benzodiazepin-3-yl]-5-methyl-6,7-dihydro-5H-pyrazolo[5,1-b][1,3]oxazine-3-carboxamide C(C)S(=O)(=O)C1=CC(=C(C=C1)C1=NN2C(O[C@@H](CC2)C)=C1C(=O)N[C@@H]1C(NC2=C(C(=N1)C1=CC=CC=C1)C=CC=C2F)=O)F